C(C)(C)(C)OC(NC1=C(C=C(C=C1)C1=CC=C(C=C1)F)NC(C1=CC=C(C=C1)S(=O)(=N)C=1C=NC(=CC1)OC)=O)=O.CN1CCN(CC1)CCC[Si](OC)(C)C 3-(4-methylpiperazinyl)propyldimethylmethoxysilane tert-butyl-N-[4-(4-fluorophenyl)-2-[[4-[(6-methoxy-3-pyridyl)sulfonimidoyl]benzoyl]amino]phenyl]carbamate